C(C)(C)(C)C1=CN(C=2N=CN=C(C21)OC)C=2C=C(C(=O)O)C=CN2 2-(5-(tert-butyl)-4-methoxy-7H-pyrrolo[2,3-d]pyrimidin-7-yl)isonicotinic acid